BrCC1=[N+](C=CC=C1)[O-] 2-(bromomethyl)pyridine 1-oxide